C(C)(C)(C)OC(=O)N[C@@H](C(=O)O)CC=1N=CSC1 (R)-2-((tert-butoxycarbonyl)amino)-3-(thiazol-4-yl)propionic acid